Cl.Cl.C1(=CC=CC=C1)[C@H]1[C@@H](CNC1)C(=O)NC1=CC(=CC=C1)OC=1C=NC(=CC1)C(F)(F)F |r| (±)-trans-4-Phenyl-N-(3-{[6-(trifluoromethyl)pyridin-3-yl]oxy}phenyl)pyrrolidine-3-carboxamide dihydrochloride